N-(5-(4-chloro-3-(phenylsulfonylamino)phenyl)pyridin-3-yl)acetamide ClC1=C(C=C(C=C1)C=1C=C(C=NC1)NC(C)=O)NS(=O)(=O)C1=CC=CC=C1